BrC1=CC=C(S1)S(=O)(=O)NC1=C(C=C(C(=O)OC)C=C1)OC methyl 4-(5-bromothiophene-2-sulfonylamino)-3-methoxybenzoate